O1[C@@H](C1)C(=O)O (2S)-oxirane-2-carboxylic acid